NC1=C(C(N(C2=NC(=CC=C12)Br)C1=C(C=C(C=C1)N)C)=O)C(=O)OC methyl 4-amino-1-(4-amino-2-methylphenyl)-7-bromo-2-oxo-1,2-dihydro-1,8-naphthyridine-3-carboxylate